COC(CC1=C(C=C(C=C1)CC)C1=CC(=C(C=C1)Cl)N)=O 2-(3'-amino-4'-chloro-5-ethyl-[1,1'-biphenyl]-2-yl)acetic acid methyl ester